5-methoxy-2-morpholinopyrimidine-4,6-diol COC=1C(=NC(=NC1O)N1CCOCC1)O